[In]=[Se].[Cu] Copper-indium-selenide